FC(C1=CC=CC(=N1)NC1=NC(=NC(=N1)NC1=CC(=NC=C1)C(F)(F)F)N1CCCCC1)(F)F N-(6-(trifluoromethyl)pyridin-2-yl)-N'-(2-(trifluoromethyl)pyridin-4-yl)-6-piperidinyl-[1,3,5]triazine-2,4-diamine